FC1=C(C=CC(=C1)F)C=1C2=C(N=C(N1)[C@@H]1C[C@@H](OCC1)C1=CNC(C=C1)=O)N=C(C(=C2)C(=O)OC)C methyl 4-(2,4-difluorophenyl)-7-methyl-2-((2R,4S)-2-(6-oxo-1,6-dihydropyridin-3-yl)tetrahydro-2H-pyran-4-yl)pyrido[2,3-d]pyrimidine-6-carboxylate